FC1=NC(=CC(=C1)N1C(C2=CC=C(C=C2C1)OCC1=NN(C=C1)C)=O)F (2,6-difluoropyridin-4-yl)-5-((1-methyl-1H-pyrazol-3-yl)methoxy)isoindolin-1-one